CC1(N(C(CCC1)(C)C)NCCC[Si](OCC)(OCC)OCC)C (2,2,6,6-tetramethylpiperidyl)aminopropyltriethoxysilane